(2R,3S)-1-tert-butoxycarbonyl-3-[2-(dimethylamino)ethyl-methyl-carbamoyl]piperidine-2-carboxylic acid C(C)(C)(C)OC(=O)N1[C@H]([C@H](CCC1)C(N(C)CCN(C)C)=O)C(=O)O